4-Keto-gamma-carotene O=C1CCC(C)(C)C(=C1C)\C=C\C(\C)=C\C=C\C(\C)=C\C=C\C=C(/C)\C=C\C=C(/C)\C=C\C=C(/C)\CCC=C(C)C